FC1([C@@H](C1)C(=O)NC1=CC(=C(C=C1)C)C=1OC=C(N1)C)F (S)-2,2-difluoro-N-(4-methyl-3-(4-methyloxazol-2-yl)phenyl)cyclopropane-1-carboxamide